N1(C=NC=C1)CC(C(C)(C)C)=O (1H-imidazol-1-yl)-3,3-dimethyl-2-butanone